((2-chloro-4-((5-cyclopropyl-3-(2,6-dichlorophenyl)isoxazol-4-yl)methoxy)phenyl)ethynyl)-1H-indazole-6-carboxylic acid methyl ester COC(=O)C1=CC=C2C=NN(C2=C1)C#CC1=C(C=C(C=C1)OCC=1C(=NOC1C1CC1)C1=C(C=CC=C1Cl)Cl)Cl